6-(5-{[3-(cyclohexyloxy)-propyl]carbamoyl}-6-methoxy-pyridin-3-yl)-N-methyl-1H-indazole-3-carboxamide C1(CCCCC1)OCCCNC(=O)C=1C=C(C=NC1OC)C1=CC=C2C(=NNC2=C1)C(=O)NC